(1S,2S)-N-(6-(5-chloro-6-fluoro-7-((2-methoxyethyl)amino)-1H-indazol-4-yl)imidazo[1,2-a]pyrazin-2-yl)-2-fluorocyclopropane-1-carboxamide ClC=1C(=C2C=NNC2=C(C1F)NCCOC)C=1N=CC=2N(C1)C=C(N2)NC(=O)[C@H]2[C@H](C2)F